(2-{4-[6-(1-methyl-1H-pyrazol-4-yl)pyrazolo[1,5-a]pyridin-3-yl]piperazin-1-yl}pyrimidin-5-yl)(pyridin-2-yl)methanone CN1N=CC(=C1)C=1C=CC=2N(C1)N=CC2N2CCN(CC2)C2=NC=C(C=N2)C(=O)C2=NC=CC=C2